NC=1N=NC(=CC1N1CC2CCC(C1)N2CC2=C(C=CC=C2)NC2C(NC(CC2)=O)=O)C2=C(C=CC(=C2)F)O 3-((2-((3-(3-amino-6-(5-fluoro-2-hydroxyphenyl)pyridazin-4-yl)-3,8-diazabicyclo[3.2.1]octan-8-yl)methyl)phenyl)amino)piperidine-2,6-dione